6-(methacryloylamino)hexyltrimethylammonium bromide [Br-].C(C(=C)C)(=O)NCCCCCC[N+](C)(C)C